ethyl (2E)-2-methyl-3-{[3-(trifluoromethyl)phenyl]amino}prop-2-enoate C/C(/C(=O)OCC)=C\NC1=CC(=CC=C1)C(F)(F)F